FC([C@@H]1CC2=C(N(N=C2C(=O)N2CCC(CC2)O)CC(=O)N2CCN(CC2)C2=C(C(=CC=C2)C)C)C1)F (R)-2-(5-(Difluoromethyl)-3-(4-hydroxypiperidin-1-carbonyl)-5,6-dihydrocyclopenta[c]pyrazol-1(4H)-yl)-1-(4-(2,3-dimethylphenyl)piperazin-1-yl)ethanon